4-(3-chlorophenyl)-2-(2-thienylmethyl)imidazole ClC=1C=C(C=CC1)C=1N=C(NC1)CC=1SC=CC1